[N+](=O)([O-])C1=CC(=C(C(=O)NCCOCCNC(OC(C)(C)C)=O)C=C1)C=C tert-butyl (2-(2-(4-nitro-2-vinylbenzamido)ethoxy)ethyl)carbamate